CN(C1(CCC2(CN(C(N2)=O)CC2=CC=C(C=C2)OC)CC1)C1=CC=C(C=C1)OCOC)C cis-8-dimethylamino-8-[4-(methoxymethoxy)-phenyl]-3-[(4-methoxyphenyl)-methyl]-1,3-diazaspiro[4.5]decan-2-one